3-((6-(2-Aminopyridin-4-yl)-1-oxoisoquinolin-2(1H)-yl)methyl)-N-phenethylbenzamide NC1=NC=CC(=C1)C=1C=C2C=CN(C(C2=CC1)=O)CC=1C=C(C(=O)NCCC2=CC=CC=C2)C=CC1